C1(CC1)C=1N=NN(C1)[C@H](C(=O)N1[C@@H](C[C@H](C1)O)C(=O)NCCN1C(C=2N(C=C1)N=CC2)=O)C(C)(C)C (2S,4R)-1-[(2S)-2-(4-cyclopropyltriazol-1-yl)-3,3-dimethyl-butanoyl]-4-hydroxy-N-[2-(4-oxopyrazolo[1,5-a]pyrazin-5-yl)ethyl]pyrrolidine-2-carboxamide